4-(trifluoromethyl)-3,4-dihydroquinazolin-2(1H)-one FC(C1NC(NC2=CC=CC=C12)=O)(F)F